(3S,4R)-4-((7-(5-ethylpyridin-2-yl)-5-fluoropyrrolo[2,1-f][1,2,4]triazin-2-yl)amino)tetrahydro-2H-pyran-3-ol C(C)C=1C=CC(=NC1)C1=CC(=C2C=NC(=NN21)N[C@H]2[C@@H](COCC2)O)F